1,3,5-cyclohexatriene C1=CC=CC=C1